Tert-butyl N-[2-[4-(hydroxymethyl)cyclohexoxy]ethyl]carbamate OCC1CCC(CC1)OCCNC(OC(C)(C)C)=O